ClC=1N=CC2=C(N1)N(C(=C2)C=O)C2CCCC2 2-chloro-7-cyclopentyl-7H-pyrrolo[2,3-d]pyrimidine-6-formaldehyde